N1([C@H]2[C@@H](CC1)COC2)C2=NC=CC(=N2)NC=2N=CC1=C(C=CC(=C1C2)C(C)C)N2[C@@H]([C@H](C2)CS(=O)(=O)C)C N-{2-[(3aR,6aS)-hexahydro-1H-furo[3,4-b]pyrrol-1-yl]pyrimidin-4-yl}-8-[(2R,3S)-3-(methanesulfonyl-methyl)-2-methylazetidin-1-yl]-5-(propan-2-yl)isoquinolin-3-amine